FC=1C=CC2=C(NC(=N2)C=2C=C(C=CC2)NC2=NC=C(C=C2)C=2N=NC=CC2)C1 N-[3-(6-fluoro-1H-benzo[d]imidazol-2-yl)phenyl]-5-(pyridazin-3-yl)pyridin-2-amine